5,5,6,6,7,7,8,8,9,9,10,10,10-tridecafluoro-2-((4-methoxyphenyl)amino)-3,3-diphenyldecanoic acid ethyl ester C(C)OC(C(C(CC(C(C(C(C(C(F)(F)F)(F)F)(F)F)(F)F)(F)F)(F)F)(C1=CC=CC=C1)C1=CC=CC=C1)NC1=CC=C(C=C1)OC)=O